ClC1=CC(=C(C=C1)C1=NC=C(C(=C1N)C)CC1=C(C=C(C=C1)S(=O)(=O)C)F)F (4-chloro-2-fluoro-phenyl)-5-[(2-fluoro-4-methylsulfonyl-phenyl)methyl]-4-methyl-pyridin-3-amine